2,7-di-tert-butyl-9-(2-methylprop-1-en-1-ylidene)-9H-fluorene C(C)(C)(C)C1=CC=2C(C3=CC(=CC=C3C2C=C1)C(C)(C)C)=C=C(C)C